C(CCCCCCCCCCCCCCC)(=O)OCC(COC(CCCCCCCCCCCCCCC)=O)OC(=O)OC1=CC=C(C=C1)[N+](=O)[O-] [3-hexadecanoyloxy-2-(4-nitrophenoxy) carbonyloxy-propyl] hexadecanoate